NC=1C=C2CNC=NC2=CC1 6-amino-3,4-dihydroquinazolin